3-cyclohexyl-2,2-dimethylpropan-1-ol C1(CCCCC1)CC(CO)(C)C